13,16-Dihydroxynonacosanoic acid OC(CCCCCCCCCCCC(=O)O)CCC(CCCCCCCCCCCCC)O